(5-(2-aminooxazolo[4,5-c]pyridin-7-yl)-5-azaspiro[2.4]heptan-1-yl)((S)-6,8-dichloro-1-methyl-3,4-dihydroisoquinolin-2(1H)-yl)methanone NC=1OC2=C(C=NC=C2N2CC3(CC3C(=O)N3[C@H](C4=C(C=C(C=C4CC3)Cl)Cl)C)CC2)N1